benzoic propionic anhydride C(CC)(=O)OC(C1=CC=CC=C1)=O